C(C)C1=C2C=CC=C(C2=CC=C1)O 5-ethylnaphthol